FC(C(=O)N)(\C=C\C1=CC(=CC=C1)F)F (E)-2,2-difluoro-4-(3-fluorophenyl)but-3-enamide